methyl 6-(bromomethyl)-3-chloro-2-fluorobenzoate BrCC1=CC=C(C(=C1C(=O)OC)F)Cl